[C@@H]1([C@H](O)[C@H](O)[C@@H](O)[C@@H](O1)C)O[C@H]1[C@@H](O[C@@H]([C@H]([C@@H]1O)O)CO)OC1=CC(=C(C(=C1)O)C(CCC1=CC(=C(C=C1)OC)O)=O)O 1-[4-[[2-O-(6-Deoxy-α-L-mannopyranosyl)-β-D-glucopyranosyl]oxy]-2,6-dihydroxyphenyl]-3-(3-hydroxy-4-methoxyphenyl)propan-1-one